5-(4-chlorophenyl)-2,3-dimethyl-7-[2-(1-methylpyrazol-4-yl)morpholino]-2,6-naphthyridin-1-one ClC1=CC=C(C=C1)C1=C2C=C(N(C(C2=CC(=N1)N1CC(OCC1)C=1C=NN(C1)C)=O)C)C